tert-butyl (1-(5-(3-cyano-6-ethoxypyrazolo[1,5-a]pyridin-4-yl)pyridin-2-yl)-4-(hydroxymethyl)piperidin-4-yl)carbamate C(#N)C=1C=NN2C1C(=CC(=C2)OCC)C=2C=CC(=NC2)N2CCC(CC2)(CO)NC(OC(C)(C)C)=O